(R)-3-(3-cyano-4-fluorophenyl)-1-methyl-1-(1-(1-oxo-1,2-dihydroisoquinolin-4-yl)ethyl)urea C(#N)C=1C=C(C=CC1F)NC(N([C@H](C)C1=CNC(C2=CC=CC=C12)=O)C)=O